(R)-5-chloro-2-methyl-N-(1-methylpiperidine-3-yl)pyrido[2,3-d]pyridazin-8-amine ClC1=C2C(=C(N=N1)N[C@H]1CN(CCC1)C)N=C(C=C2)C